FC1=C(C=CC(=C1)F)C1(CC1)NCCC(=O)N1CC2CCC(C1)N2C2=NC=C(C#N)C=C2 6-(3-(3-((1-(2,4-difluorophenyl)cyclopropyl)amino)propanoyl)-3,8-diazabicyclo[3.2.1]octan-8-yl)nicotinonitrile